Lithium-Kalium [K].[Li]